FC([C@H](C[Si](C)(C)OC(C)C)N[S@@](=O)C(C)(C)C)F (S)-N-((R)-1,1-difluoro-3-(isopropoxydimethylsilyl)propan-2-yl)-2-methylpropan-2-sulfinamide